9,10-bis[2-(1-naphthyl)phenyl]-2-tert-butylanthracene C1(=CC=CC2=CC=CC=C12)C1=C(C=CC=C1)C=1C2=CC=CC=C2C(=C2C=CC(=CC12)C(C)(C)C)C1=C(C=CC=C1)C1=CC=CC2=CC=CC=C12